[1,3]thiazolo[5,4-d][1,3]thiazol-2-amine formate C(=O)O.S1C(=NC2=C1N=CS2)N